(Z)-3-((2-chloro-4-nitrophenyl)amino)-2-cyanoacrylic acid ethyl ester C(C)OC(\C(=C/NC1=C(C=C(C=C1)[N+](=O)[O-])Cl)\C#N)=O